5-((3,4-difluorophenyl)carbamoyl)-4-fluoro-1-methyl-1H-pyrrole FC=1C=C(C=CC1F)NC(=O)C1=C(C=CN1C)F